6-((3-ethyloxetan-3-yl)ethynyl)-1-(6-fluoro-1-methyl-1H-[1,2,3]triazolo[4,5-c][2,6]naphthyridin-5-yl)-1,2,3,5-tetrahydrobenzo[e][1,4]oxazepine C(C)C1(COC1)C#CC1=CC=CC=2N(CCOCC21)C2=NC1=C(C=3C=NC=C(C23)F)N(N=N1)C